C(C)(=O)C1=CC=CC=2C(N([C@H]3C=4C([C@@H](C21)C3)=C3N(N4)C=CC(=C3)C=3C=NC(=NC3)C3(CCC3)N)C)=O (7R,14R)-1-acetyl-12-(2-(1-aminocyclobutyl)pyrimidin-5-yl)-6-methyl-6,7-dihydro-7,14-methanobenzo[c]pyrido[1',2':1,5]pyrazolo[4,3-f]azocin-5(14H)-one